ClC1=C(C=C(C=C1Cl)C(=O)NCC1=C(C=CC=C1)OC)C(=O)NC1=NC=CN=C1 4,5-dichloro-N1-[(2-methoxyphenyl)methyl]-N3-pyrazin-2-yl-benzene-1,3-dicarboxamide